2-(2-Chloro-6-fluorophenyl)-6-(4-ethyl-3-(hydroxymethyl)-5-oxo-4,5-dihydro-1H-1,2,4-triazol-1-yl)-7-fluoro-4-(1-methylcyclopropyl)isoquinolin-1(2H)-one ClC1=C(C(=CC=C1)F)N1C(C2=CC(=C(C=C2C(=C1)C1(CC1)C)N1N=C(N(C1=O)CC)CO)F)=O